COC(=O)N1CC2(CC2C1)C#CC1=NC=CC=C1 methyl-1-(pyridin-2-ylethynyl)-3-azabicyclo[3.1.0]hexane-3-carboxylate